FC1=CC=C(C=C1)C=1C(=CNC1)N1CCOCC1 (4-(4-fluorophenyl)-1H-pyrrol-3-yl)(morpholin)